NC=1C2=C(N=CN1)N(C(=C2C=2C=C1C=NN(C1=CC2)C(C)C)C2=CC=C(C=C2)NC(C(=C)C)=O)C N-(4-(4-amino-5-(1-isopropyl-1H-indazol-5-yl)-7-methyl-7H-pyrrolo[2,3-d]pyrimidin-6-yl)phenyl)methacrylamide